OCC1=CC=2C(=CN=CC2)N1C(=O)OC(C)(C)C tert-butyl 2-(hydroxymethyl)-1H-pyrrolo[2,3-c]pyridine-1-carboxylate